(trans)-3-[[5-chloro-2-[(1-hydroxy-7-methyl-3H-2,1-benzoxaborole-5-yl)amino]pyrimidin-4-yl]amino]tetrahydropyran-4-carbonitrile ClC=1C(=NC(=NC1)NC=1C=C(C2=C(COB2O)C1)C)N[C@@H]1COCC[C@H]1C#N